Cl.FC1CCN(CC1)CCNC(=O)C1=CC=CN2C1=NC=1C=C3C(=CC1C2=O)C=CC=C3 N-(2-(4-fluoropiperidin-1-yl)ethyl)-12-oxo-12H-benzo[g]pyrido[2,1-b]quinazoline-4-carboxamide hydrochloride